O=C1NC(CCC1N1C(C2=CC=CC(=C2C1)NC(=O)C1CCC(CC1)C(=O)O)=O)=O (1r,4r)-4-((2-(2,6-dioxopiperidin-3-yl)-1-oxoisoindolin-4-yl)carbamoyl)cyclohexane-1-carboxylic acid